6-(((R)-1-(3-(difluoromethyl)-2-fluorophenyl)ethyl)amino)-5-(1,3-dioxolan-2-yl)-2-(methoxy-d3)pyrimidine FC(C=1C(=C(C=CC1)[C@@H](C)NC1=C(C=NC(=N1)OC([2H])([2H])[2H])C1OCCO1)F)F